9-hydroxybicyclo[3.3.1]nonane OC1C2CCCC1CCC2